((7R)-7-amino-2-azabicyclo[2.2.1]heptan-2-yl)(2-(1-(cyclopropylmethyl)-7-((2,6-dimethylpyridin-4-yl)amino)-1H-indol-2-yl)-7-methoxy-1-methyl-1H-benzo[d]imidazol-5-yl)methanone N[C@H]1C2N(CC1CC2)C(=O)C2=CC1=C(N(C(=N1)C=1N(C3=C(C=CC=C3C1)NC1=CC(=NC(=C1)C)C)CC1CC1)C)C(=C2)OC